(3S)-4,4-dimethyltetrahydrofuran-3-amine CC1([C@@H](COC1)N)C